FC1=C(C(=CC(=C1)C=1C(=NNC1C)C1=CC=NC=C1)F)N1CC2(COC2)C1 6-[2,6-difluoro-4-[5-methyl-3-(4-pyridyl)-1H-pyrazol-4-yl]phenyl]-2-oxa-6-azaspiro[3.3]heptane